(2-(1-(methoxymethoxy)ethyl)-4-nitrophenyl)-4,4,5,5-tetramethyl-1,3,2-dioxaborolane COCOC(C)C1=C(C=CC(=C1)[N+](=O)[O-])B1OC(C(O1)(C)C)(C)C